4-tert-butyl-2,6-di((R)-1-phenylethyl)aniline Beryllium [Be].C(C)(C)(C)C1=CC(=C(N)C(=C1)[C@H](C)C1=CC=CC=C1)[C@H](C)C1=CC=CC=C1